C(C)OC1=C(C=C2CCN(C(C2=C1)CCC1=CNC2=CC=C(C=C12)OC)C(=O)C1=NC=CC=C1)OC (7-ethoxy-6-methoxy-1-(2-(5-methoxy-1H-indol-3-yl)ethyl)-3,4-dihydroisoquinolin-2(1H)-yl)(pyridin-2-yl)methanone